butyl 4-[[4-(chloromethyl)phenyl]methyl]-4,7-diazaspiro[2.5]octane-7-carboxylate ClCC1=CC=C(C=C1)CN1C2(CC2)CN(CC1)C(=O)OCCCC